CN(C1CCC(CC1)NC1=C2C=C(N(C2=CC=C1)CC(F)(F)F)C#CCNC=1C=CC(=NC1)C(=O)N)C 5-{[3-(4-{[(1r,4r)-4-(dimethylamino)-cyclohexyl]amino}-1-(2,2,2-trifluoroethyl)-1H-indol-2-yl)prop-2-yn-1-yl]amino}pyridine-2-carboxamide